FC(O[C@H]1CC[C@H](CC1)NC1=NN2C(C=N1)=C(C=C2)C2=CC=C1C(=N2)N(C(=N1)C)C)F N-(cis-4-(difluoromethoxy)cyclohexyl)-5-(2,3-dimethyl-3H-imidazo[4,5-b]pyridin-5-yl)pyrrolo[2,1-f][1,2,4]triazin-2-amine